s-butyl ketone C(C)(CC)C(=O)C(C)CC